vinylidene fluoride fluoride C(=C)(F)F